3-acetyl-7-(3-ethylureido)-2-methyl-1H-indole-5-carboxylic acid methyl ester COC(=O)C=1C=C2C(=C(NC2=C(C1)NC(=O)NCC)C)C(C)=O